tert-butyl 3-[1-(2-methoxy-2-oxoethyl)piperidin-4-yl]propanoate COC(CN1CCC(CC1)CCC(=O)OC(C)(C)C)=O